O1N=NCC1=S oxadiazol-5(4H)-thione